2-methyl-propane-2-sulfinic acid (2-bromo-ethyl)-amide BrCCNS(=O)C(C)(C)C